1,3,5-triisopropenyl-benzene C(=C)(C)C1=CC(=CC(=C1)C(=C)C)C(=C)C